[2-(pyrrolidin-3-yl)ethyl]-6alpha-hydroxymethylandrostane-7,17-dione N1CC(CC1)CCC[C@@]12C(CC[C@H]1[C@@H]1C([C@@H](C3CCCC[C@]3(C)[C@H]1CC2)CO)=O)=O